FC1=C(C(=O)NC2CN(C2)CCF)C(=CN=C1)NC1=C(C=C(C=C1)I)F 3-fluoro-5-((2-fluoro-4-iodophenyl)amino)-N-(1-(2-fluoroethyl)azetidin-3-yl)isonicotinamide